2-fluoro-5-propoxyaniline FC1=C(N)C=C(C=C1)OCCC